N[C@@H](C(=O)NC=1C=NC(=CC1)C1=C2C(=NC=C1)NC(=C2)C(F)(F)F)CC(C)(C)C (R)-2-Amino-4,4-dimethyl-N-(6-(2-(trifluoromethyl)-1H-pyrrolo[2,3-b]pyridin-4-yl)pyridin-3-yl)pentanamide